Propane-2-sulfonic acid {(1S,2R)-2-[6-(5-cyano-thiophen-2-yl)-pyridin-3-yloxy]-cyclohexyl}-amide C(#N)C1=CC=C(S1)C1=CC=C(C=N1)O[C@H]1[C@H](CCCC1)NS(=O)(=O)C(C)C